C1(CC1)COC1=CC=C(C=N1)C=1C(=CC(=C(C1)NC(=O)C1=CN(C(C=C1C(F)(F)F)=O)C)N1C[C@H]([C@@H](C1)F)N(C)C)F |r| N-[5-[6-(cyclopropylmethoxy)pyridin-3-yl]-4-fluoro-2-[rac-(3R,4R)-3-(dimethylamino)-4-fluoropyrrolidin-1-yl]phenyl]-1-methyl-6-oxo-4-(trifluoromethyl)pyridine-3-carboxamide